2-[4-[2-(5-Isopropoxy-1-tetrahydropyran-2-yl-indazol-3-yl)pyrimidin-4-yl]-3-methyl-pyrazole-1-yl]acetic acid C(C)(C)OC=1C=C2C(=NN(C2=CC1)C1OCCCC1)C1=NC=CC(=N1)C=1C(=NN(C1)CC(=O)O)C